NC1=NC=CC(=C1Cl)OC1=C(C=C(C=C1)NC(=O)C=1C=NN(C1C(F)(F)F)C1=NC=CC=C1OC)F N-(4-((2-amino-3-chloropyridin-4-yl)oxy)-3-fluorophenyl)-1-(3-methoxypyridin-2-yl)-5-(trifluoromethyl)-1H-pyrazole-4-carboxamide